C(C1=CC=CC=C1)S(=O)[O-].[Ca+2].C(C1=CC=CC=C1)S(=O)[O-] calcium toluenesulfinate